OC(=CC)C1=CC=C(C=C1)O 4-(1-hydroxypropenyl)phenol